(+)-trans-2-(2-Chlorophenyl)-5,7-dihydroxy-8-(2-hydroxymethyl-1-methyl-pyrrolidin-3-yl)chromen-4-one hydrochloride Cl.ClC1=C(C=CC=C1)C=1OC2=C(C(=CC(=C2C(C1)=O)O)O)[C@H]1[C@@H](N(CC1)C)CO